p-tolyl-diazoaminobenzene C1(=C(C=CC=C1)C1=CC=C(C=C1)NN=NC1=CC=CC=C1)C